oxetan-3-methanol O1CC(C1)CO